[(3R)-1-[4-[(5-Cyclopropyl-1H-pyrazol-3-yl)amino]pyrimidin-2-yl]-3-piperidyl]methanol C1(CC1)C1=CC(=NN1)NC1=NC(=NC=C1)N1C[C@@H](CCC1)CO